3,5,7-trihydroxy-3',4',5'-trimethoxy-flavanone OC1C(OC2=CC(=CC(=C2C1=O)O)O)C1=CC(=C(C(=C1)OC)OC)OC